BrC1=CC=C2C=CC(=NC2=C1Cl)NC1=CC2=C(OC(O2)(F)F)C=C1 7-Bromo-8-chloro-N-(2,2-difluorobenzo[d][1,3]dioxolan-5-yl)quinolin-2-amine